tert-butyl 2-benzyl-1-oxo-2,8-diazaspiro[4.5]decane-8-carboxylate C(C1=CC=CC=C1)N1C(C2(CC1)CCN(CC2)C(=O)OC(C)(C)C)=O